OC1CN(C1)C=1C=CC=2C3(C4=CC=C(C=C4OC2C1)N1CC(C1)O)OC(C1=CC=C(C=C13)C(=O)OC)=O methyl 3',6'-bis(3-hydroxyazetidin-1-yl)-3-oxo-3H-spiro[isobenzofuran-1,9'-xanthene]-6-carboxylate